C(C)(=O)N1[C@@H](CN(CC1)S(=O)(=O)C1=C(C=CC=C1)C(F)(F)F)C(=O)O (S)-1-acetyl-4-((2-(trifluoromethyl)phenyl)sulfonyl)piperazine-2-carboxylic acid